N-(2,6-DIMETHYLPHENYL)-4-methyl-N-(trifluoromethyl)benzenesulfonamide CC1=C(C(=CC=C1)C)N(S(=O)(=O)C1=CC=C(C=C1)C)C(F)(F)F